2-((4-((5,7-dichloro-1,2,3,4-tetrahydronaphthalen-1-yl)oxy)-2-methylene-4-oxobutanoyl)oxy)acetic acid ClC1=C2CCCC(C2=CC(=C1)Cl)OC(CC(C(=O)OCC(=O)O)=C)=O